(R)-5-amino-4-methyl-8-((tetrahydrofuran-3-yl)oxy)-3,4-dihydro-2H-benzo[b][1,4]oxazine-6-carboxylic acid methyl ester COC(=O)C1=C(C2=C(OCCN2C)C(=C1)O[C@H]1COCC1)N